N'-((2,3-dicyclopropyl-6,7-dihydro-5H-cyclopenta[b]pyridin-4-yl)carbamoyl)-4-fluoro-1-isopropyl-1H-pyrazole-3-sulfonimidamide C1(CC1)C1=C(C(=C2C(=N1)CCC2)NC(=O)N=S(=O)(N)C2=NN(C=C2F)C(C)C)C2CC2